CC=1C=C2C(=CNC2=CC1)C(=O)NC1=CC(=C(C=C1)C)C=1C=NC2=CC(=NC=C2C1)NC 5-methyl-N-(4-methyl-3-(7-(methylamino)-1,6-naphthyridin-3-yl)phenyl)-1H-indole-3-carboxamide